5-Pentyl-2-[(2E)-2,3,7-trimethylocta-2,6-dienyl]benzene-1,3-diol C(CCCC)C=1C=C(C(=C(C1)O)C\C(=C(\CCC=C(C)C)/C)\C)O